C(C=C)(=O)NC1CN(C=2C=CC=C(C2C1)C(=O)NC#N)C1=CC=C(C=C1)C(F)(F)F 3-acrylamido-N-cyano-1-(4-(trifluoromethyl)phenyl)-1,2,3,4-tetrahydroquinoline-5-carboxamide